21-amino-6,19-bis(trifluoromethyl)-17,23-dioxa-3,4,22-triazatetracyclo[16.3.1.12,5.011,16]tricosa-1(22),2,4,11(16),12,14,18,20-octaen-6-ol NC1=CC(=C2OC=3C=CC=CC3CCCCC(C3=NN=C(C1=N2)O3)(O)C(F)(F)F)C(F)(F)F